1-ethyl-3-methyl-imidazole methyl-sulfate salt COS(=O)(=O)O.C(C)N1CN(C=C1)C